BrC1=CC=C(C=C1)[C@H](C(F)(F)F)N[S@@](=O)C(C)(C)C (S)-N-[(1R)-1-(4-bromo-phenyl)-2,2,2-trifluoro-ethyl]-2-methyl-propane-2-sulfinamide